mono(2-methacryloyloxyethyl) succinate C(CCC(=O)[O-])(=O)OCCOC(C(=C)C)=O